C(C)(C)(C)C1=CC=C(CCS)C=C1 4-tert-butyl-phenethyl mercaptan